gamma-(3,4-epoxycyclohexyl)propyltriethoxysilane C1(CC2C(CC1)O2)CCC[Si](OCC)(OCC)OCC